COCCOCCOC=1C=CC=2C=CC=3C4=C([Si](C3C2C1)(C)C)C=CC=C4 2-(2-(2-Methoxyethoxy)ethoxy)-11,11-dimethyl-11H-benzo[b]naphtho[2,1-d]silole